N-((5-bromoquinolin-2-yl)methyl)-5,6,7,8-tetrahydroquinolin-8-amine BrC1=C2C=CC(=NC2=CC=C1)CNC1CCCC=2C=CC=NC12